N-(4-cyano-3-(trifluoromethyl)phenyl)-2-(4-((1-(2-(2,6-dioxopiperidin-3-yl)-1,3-dioxoisoindolin-5-yl)azetidin-3-yl)ethynyl)-1H-pyrazol-1-yl)-2-methylbutanamide C(#N)C1=C(C=C(C=C1)NC(C(CC)(C)N1N=CC(=C1)C#CC1CN(C1)C=1C=C2C(N(C(C2=CC1)=O)C1C(NC(CC1)=O)=O)=O)=O)C(F)(F)F